5-(2-Methylpyridin-3-yl)-7-(trifluoromethyl)imidazo[1,2-a]Quinoxaline-4(5H)-on CC1=NC=CC=C1N1C(C=2N(C3=CC=C(C=C13)C(F)(F)F)C=CN2)=O